1,4-Bis(3,5-di-tert-butyl-4-hydroxybenzyl)-2,3,5,6-tetramethyl-benzol C(C)(C)(C)C=1C=C(CC2=C(C(=C(C(=C2C)C)CC2=CC(=C(C(=C2)C(C)(C)C)O)C(C)(C)C)C)C)C=C(C1O)C(C)(C)C